[Pb].[N].N1C=CC2=CC=CC=C12 indole nitrogen lead